C(C)(CC)OC1=NC=2N(C=C1C(=O)OC)C=C(N2)C21COC(C2)(C1)CF methyl 7-(sec-butoxy)-2-(1-(fluoromethyl)-2-oxabicyclo[2.1.1]hexan-4-yl)imidazo[1,2-a]pyrimidine-6-carboxylate